7-isopropyl-pyrrolo[2,1-f][1,2,4]Triazin-4-amine C(C)(C)C1=CC=C2C(=NC=NN21)N